(2R,3S)-2-((E)-3-(5-chloroindolin-1-yl)prop-1-enyl)piperidin-3-ol ClC=1C=C2CCN(C2=CC1)C/C=C/[C@H]1NCCC[C@@H]1O